Ethylamine HCl salt Cl.C(C)N